1-(4-bromobenzyl)-8-methoxy-1,4-dihydro-2H-[1,3]oxazino[5,4-c][1,8]naphthyridine BrC1=CC=C(CN2COCC=3C=NC=4N=C(C=CC4C32)OC)C=C1